ClC1=C(C=C(C=C1)[C@H]1[C@H](O)[C@@H](O)[C@H](O)[C@H](O1)CO)CC1=CC=C(C=C1)OCC (1S)-1,5-anhydro-1-C-{4-chloro-3-[(4-ethoxyphenyl)methyl]Phenyl}-D-glucitol